O[C@@H]1CC[C@@]23[C@]1(CCC1C(C(O[C@@H]1[C@@](OO2)(C3)O)=O)C)C (1R,4R,5S,12S,13S)-4,13-dihydroxy-5,9-dimethyl-11,14,15-trioxatetracyclo[11.2.1.01,5.08,12]hexadecan-10-one